Cl.Cl.Cl.NCC(=O)N1CCN(CC1)CCOC1=CC(=CC=C1)N1C2CN(CC1CC2)C2=C(N=NC(=C2)C2=C(C=CC=C2)O)N 2-amino-1-[4-[2-[3-[3-[3-amino-6-(2-hydroxyphenyl)pyridazin-4-yl]-3,8-diazabicyclo[3.2.1]octan-8-yl]phenoxy]ethyl]piperazin-1-yl]ethanone trihydrochloride